F[C@@H]1[C@@H](C1)C(=O)NC1=CC=C2C(=N1)NN=C2C2=C(C=CC(=C2)F)OC (1S,2S)-2-fluoro-N-[3-(5-fluoro-2-methoxyphenyl)-1H-pyrazolo[3,4-b]pyridin-6-yl]cyclopropane-1-carboxamide